OC1=C(C=CC=C1)C1=CC(=CN=N1)N1CCC(CC1)(C(=O)N1CCC(CC1)C(=O)N1CCC(CC1)COC1=CC=C(C=C1)[C@@H]1C(NC(CC1)=O)=O)C1=CC=CC=C1 |r| RAC-(3R)-3-(4-{[1-(1-{1-[6-(2-HYDROXYPHENYL)PYRIDAZIN-4-YL]-4-PHENYLPIPERIDINE-4-CARBONYL}PIPERIDINE-4-CARBONYL)PIPERIDIN-4-YL]METHOXY}PHENYL)PIPERIDINE-2,6-DIONE